C(C)C1=C(C=C(C(=C1)O)F)C1=CC=C2C(=NNC2=C1)C1=NC2=C(N1)CN(C2)C([C@H]2NCCC2)=O (S)-6-(2-ethyl-5-fluoro-4-hydroxyphenyl)-3-(5-prolyl-1,4,5,6-tetrahydropyrrolo[3,4-d]imidazol-2-yl)-1H-indazole